Nα-((tert-butoxycarbonyl)-L-tryptophyl)-1-methyl-D-tryptophan C(C)(C)(C)OC(=O)N[C@@H](CC1=CNC2=CC=CC=C12)C(=O)N[C@H](CC1=CN(C2=CC=CC=C12)C)C(=O)O